1-nonyl-3-butylpiperidinium cyanide [C-]#N.C(CCCCCCCC)[NH+]1CC(CCC1)CCCC